(S)-1-(1-(4-Chlorophenyl)-2,5-dimethyl-1H-pyrrol-3-yl)-2-(3-hydroxypyrrolidin-1-yl)ethanone ClC1=CC=C(C=C1)N1C(=C(C=C1C)C(CN1C[C@H](CC1)O)=O)C